ClC=1C=CC(=C(C1)[C@H]1C[C@H](C1)NC(=O)C=1C=NN(C1)CC=1C=NC(=NC1)S(=O)(=O)C)C#N N-((cis)-3-(5-chloro-2-cyanophenyl)cyclobutyl)-1-((2-(methylsulfonyl)pyrimidin-5-yl)methyl)-1H-pyrazole-4-carboxamide